Boron-cobalt-niobium [Nb].[Co].[B]